N-(3-(8-(((3S,4R)-3-fluoropiperidin-4-yl)amino)-3-((trifluoromethyl)thio)imidazo[1,2-a]pyridin-2-yl)prop-2-yn-1-yl)acetamide F[C@H]1CNCC[C@H]1NC=1C=2N(C=CC1)C(=C(N2)C#CCNC(C)=O)SC(F)(F)F